NC=1C(=NC(=CN1)C1=CC(=C2CCN(CC2=C1)C)C)O[C@@H](C)C=1C(=C(C(=O)NC2CC2)C=CC1Cl)Cl (S)-3-(1-(3-amino-6-(2,5-dimethyl-1,2,3,4-tetrahydroisoquinolin-7-yl)pyrazin-2-yloxy)ethyl)-2,4-dichloro-N-cyclopropylbenzamide